Diacetyloxyphenylethenylsilan C(C)(=O)O[SiH](C=CC1=CC=CC=C1)OC(C)=O